N-(2-(3-(5-isopropoxypyridin-2-yl)-1,2,4-thiadiazol-5-ylamino)pyridin-3-yl)-N-methylcyclobutanecarboxamide C(C)(C)OC=1C=CC(=NC1)C1=NSC(=N1)NC1=NC=CC=C1N(C(=O)C1CCC1)C